5-{[6-(2,5-difluorophenyl)pyridin-2-yl]oxy}-2-fluorophenol FC1=C(C=C(C=C1)F)C1=CC=CC(=N1)OC=1C=CC(=C(C1)O)F